(S)-5-((dimethyl-amino)methyl)-N'-((1,2,3,5,6,7-hexahydro-s-indacen-4-yl)carbamoyl)-pyridine-2-sulfonimidamide CN(C)CC=1C=CC(=NC1)[S@](=O)(N)=NC(NC1=C2CCCC2=CC=2CCCC12)=O